O=C([C@H](O)[C@@H](O)[C@@H](O)[C@H](O)C(=O)[O-])[O-].[K+].[K+] Kalium galactarate